COCCOC=1C=C2C=C(NC2=CC1)C(=O)OCC ethyl 5-(2-methoxyethoxy)-1H-indole-2-carboxylate